C(=O)([O-])C(O)C(O)C(=O)[O-].[Na+].[Na+] sodium Tartrate